3-(4-chloro-2,6-dimethylphenyl)-8-methoxy-2-oxo-1,8-diazaspiro[4.5]dec-3-en-4-ylethyl carbonate C(OCCC1=C(C(NC12CCN(CC2)OC)=O)C2=C(C=C(C=C2C)Cl)C)([O-])=O